NC(=S)NC1=CC=C(C=C1)NC(CCCC)=O N-[4-(aminothioformylamino)phenyl]pentanamide